aminopyridinecarboxylate NC=1C(=NC=CC1)C(=O)[O-]